COC1=CC=C(C=N1)C(CN1CCN(CC1)C1=CC=C(C=C1)[N+](=O)[O-])S(=O)(=O)N (6-methoxypyridin-3-yl)-2-[4-(4-nitrophenyl)piperazin-1-yl]ethanesulfonamide